ClC1=CN=C(S1)NS(=O)(=O)C1=CC(=CC=C1)F N-(5-chlorothiazol-2-yl)-3-fluoro-benzenesulfonamide